CCC1=C(NC(=C1C)CC2C(=C(C(=O)N2)C)C=C)CC3=C(C4=C(N3)/C(=C\\5/[C@H]([C@@H]([C@H](N5)C(=O)[O-])C)CCC(=O)[O-])/C(=O)C4=O)C The molecule is a dicarboxylic acid dianion that results from the removal of a proton from each of the carboxylic acid groups of oxidized dinoflagellate luciferin. It is a conjugate base of an oxidized dinoflagellate luciferin.